[4,7-bis(carboxymethyl)-10-[(1-hydroxy-6-oxopyridin-2-yl)methyl]-1,4,7,10-tetraazacyclododec-1-yl]acetic acid C(=O)(O)CN1CCN(CCN(CCN(CC1)CC(=O)O)CC=1N(C(C=CC1)=O)O)CC(=O)O